C(C)(=O)N1C(C(C2=CC=CC=C12)=O)(C1=CC=C(C=C1)OC)O 1-acetyl-2-hydroxy-2-(4-methoxyphenyl)indol-3-one